2-[4-(4-chlorophenyl)-5-(pyridin-4-yl)-1H-imidazol-1-yl]-N-methyl-N-{2-methyl-5-oxa-2-azaspiro[3.4]oct-7-yl}acetamide ClC1=CC=C(C=C1)C=1N=CN(C1C1=CC=NC=C1)CC(=O)N(C1COC2(CN(C2)C)C1)C